FC1=C(OC2=C3C(=NC=C2)N(C=C3C3=CC=C(C=C3)F)COCC[Si](C)(C)C)C(=CC(=C1)[N+](=O)[O-])F 4-(2,6-difluoro-4-nitrophenoxy)-3-(4-fluorophenyl)-1-{[2-(trimethylsilyl)ethoxy]methyl}-1H-pyrrolo[2,3-b]pyridine